C(C)(C)(C)C1[C@](N(CC[C@@]1(C(=O)O)CC1=NC(=CC(=C1F)C(F)F)NC1=NN(C(=C1)C)C(C)(C)C)C(=O)O)(C)C(C)(C)C di-tert-butyl-(2R,4R)-4-((6-((1-(tert-butyl)-5-methyl-1H-pyrazol-3-yl)amino)-4-(difluoromethyl)-3-fluoropyridin-2-yl)methyl)-2-methylpiperidine-1,4-dicarboxylic acid